C(#N)C=1C=C(C(=O)O)C=CC1 3-cyano-benzoic acid